N'-(2-chloro-5-methyl-4-(3-(pyridin-2-yloxy)oxetan-3-yl)phenyl)-N-ethyl-N-methylformimidamide ClC1=C(C=C(C(=C1)C1(COC1)OC1=NC=CC=C1)C)N=CN(C)CC